C(C)[N+](C1=CCCCCCC1)(CC)[O-] N,N-diethylcycloocta-1-en-1-amine oxide